(S)-5-amino-3-(2-(4-(5-(2,3-dihydroxypropoxy)-2,4-difluorophenyl)piperazin-1-yl)ethyl)-8-(furan-2-yl)thiazolo[5,4-e][1,2,4]triazolo[1,5-c]pyrimidin-2(3H)-one NC1=NC2=C(C=3N1N=C(N3)C=3OC=CC3)SC(N2CCN2CCN(CC2)C2=C(C=C(C(=C2)OC[C@H](CO)O)F)F)=O